1-propenyl ether C(=CC)OC=CC